FC1=CC2=C(C(=NS2)C(=O)O)C=C1 6-fluorobenzo[d]isothiazole-3-carboxylic acid